4-[3-[1-[(3,3-difluorocyclobutyl)methyl]pyrazol-4-yl]-5-iodo-quinoxalin-6-yl]oxybenzene-1,2-diamine FC1(CC(C1)CN1N=CC(=C1)C=1C=NC2=CC=C(C(=C2N1)I)OC=1C=C(C(=CC1)N)N)F